rac-(2R,4R)-1-((benzyloxy)carbonyl)-2-ethylpiperidine-4-carboxylic acid C(C1=CC=CC=C1)OC(=O)N1[C@@H](C[C@@H](CC1)C(=O)O)CC |r|